CN1[C@H](CCC1)CC1=CNC2=CC=CC(=C12)OC(C)P(O)(O)=O (1-((3-(((R)-1-methylpyrrolidin-2-yl)methyl)-1H-indol-4-yl)oxy)eth-yl)phosphonic acid